N=1C=CN2C1C=CC(=C2)C2=C(N=C1C(=N2)N(C=C1)S(=O)(=O)C1=CC=C(C)C=C1)C1=CC=C(C=C1)N1CCN(CC1)C (imidazo[1,2-a]pyridin-6-yl)-2-(4-(4-methylpiperazin-1-yl)phenyl)-5-tosyl-5H-pyrrolo[2,3-b]pyrazine